ClC1=CC(=C(C(=C1)C)C1=C2C(=C(N=N1)N[C@H]1CN(CCC1)C)C=NC=C2)C 1-(4-chloro-2,6-dimethylphenyl)-N-[(3R)-1-methylpiperidin-3-yl]pyrido[3,4-d]pyridazin-4-amine